C(C1=CC=CC=C1)OC=1C(=NN(C1)CCCF)C 4-benzyloxy-1-(3-fluoropropyl)-3-methyl-pyrazole